COC[C@@H](C(=O)O)C1=CC(=CC=C1)CCN[C@@H]([C@H]1CNC2=C(N1)N=CC=C2)C2=CC=CC=C2 (S)-3-methoxy-2-(3-(2-(((R)-phenyl((R)-1,2,3,4-tetrahydropyrido[2,3-b]pyrazin-3-yl)methyl)amino)ethyl)phenyl)propanoic acid